C(C)(C)(C)OC(=O)N1CCN(CC1)C1=CC(=C(C=C1)NC(=O)C=1NC=C(C1)C#N)N1CCC(CC1)C 4-(4-(4-Cyano-1H-pyrrole-2-carboxamido)-3-(4-methylpiperidin-1-yl)phenyl)piperazine-1-carboxylic acid tert-butyl ester